ethyl-bis-(3-heptyl)phosphine tertbutylcyclohexyl-acrylate C(C)(C)(C)C=C(C(=O)O)C1CCCCC1.C(C)P(C(CC)CCCC)C(CC)CCCC